8,8'-(((1S,3S)-3-hydroxycyclobut-yl)azanediyl)bis-(N,N-didecyloctan-amide) OC1CC(C1)N(CCCCCCCC(=O)N(CCCCCCCCCC)CCCCCCCCCC)CCCCCCCC(=O)N(CCCCCCCCCC)CCCCCCCCCC